(S)-(4-(7-fluoropyrazolo[1,5-a]pyridin-2-yl)-6,7-dihydro-1H-imidazo[4,5-c]pyridin-5(4H)-yl)(5-isopropyl-1,3,4-oxadiazol-2-yl)methanone FC1=CC=CC=2N1N=C(C2)[C@H]2N(CCC1=C2N=CN1)C(=O)C=1OC(=NN1)C(C)C